FC=1C=C2C(C(=CN(C2=NC1N1[C@H](CCC1)COC1=NC=CC=C1C)C1=CC=C(C=C1)O)C(=O)O)=O (R)-6-fluoro-1-(4-hydroxy-phenyl)-7-(2-(((3-methylpyridin-2-yl)oxy)methyl)pyrrolidin-1-yl)-4-oxo-1,4-dihydro-1,8-naphthyridine-3-carboxylic acid